Butyl N-[(1-{[4-(trifluoromethyl)phenyl]carbamoyl}piperidin-3-yl)methyl]carbamate FC(C1=CC=C(C=C1)NC(=O)N1CC(CCC1)CNC(OCCCC)=O)(F)F